NC=1NC(C=2N=CN(C2N1)[C@@H]1O[C@@H]([C@@H]([C@H]1O)O)CO)=O 2-amino-9-((2R,3R,4R,5R)-3,4-dihydroxy-5-(hydroxymethyl)tetrahydrofuran-2-yl)-1,9-dihydro-6H-purin-6-one